((1r,3S)-3-(2-((2-fluoro-4-sulfamoylphenyl)amino)pyrimidin-5-yl)cyclobutyl)methyl ((S)-4,4,4-trifluorobutan-2-yl)carbamate FC(C[C@H](C)NC(OCC1CC(C1)C=1C=NC(=NC1)NC1=C(C=C(C=C1)S(N)(=O)=O)F)=O)(F)F